2-methylpropan-2-yl {[(7R)-5-{5-nitro-1-[(3S)-tetrahydro-3-furyl]indazol-4-yl}-5-azaspiro[2.4]heptan-7-yl]amino}methanoate [N+](=O)([O-])C=1C(=C2C=NN(C2=CC1)[C@@H]1COCC1)N1CC2(CC2)[C@H](C1)NC(=O)OC(C)(C)C